(R)-methyl 3-((2-chloro-7-isopropyl-7H-pyrrolo[2,3-d]pyrimidin-4-yl)amino)-4,4-dimethylpentanoate ClC=1N=C(C2=C(N1)N(C=C2)C(C)C)N[C@H](CC(=O)OC)C(C)(C)C